2-[[(1R)-1-(3,6-Dimethyl-4-oxo-2-phenyl-chromen-8-yl)ethyl]amino]benzamide CC1=C(OC2=C(C=C(C=C2C1=O)C)[C@@H](C)NC1=C(C(=O)N)C=CC=C1)C1=CC=CC=C1